C(C)(C)(C)OC(NC1=NC(=CC(=C1)Cl)C(=O)N1CC2=CC=CC=C2CC1)=O (4-chloro-6-(1,2,3,4-tetrahydroisoquinoline-2-carbonyl)pyridin-2-yl)carbamic acid tert-butyl ester